C1(CC1)CN1C(=CC=2C1=C1CCN(C1=CC2)C(=O)OC(C)(C)C)C2=NC1=C(N2C)C(=CC(=C1)C(=O)OC)F tert-butyl 1-(cyclopropylmethyl)-2-(7-fluoro-5-methoxycarbonyl-1-methyl-benzimidazol-2-yl)-7,8-dihydropyrrolo[2,3-e]indole-6-carboxylate